(S)-6-(4-(2-hydroxy-1-phenylethylamino)-5-(3-methyl-1,2,4-oxadiazol-5-yl)pyrimidin-2-ylamino)-2,2-dimethylbenzofuran-3(2H)-one OC[C@H](C1=CC=CC=C1)NC1=NC(=NC=C1C1=NC(=NO1)C)NC1=CC2=C(C(C(O2)(C)C)=O)C=C1